Isopropyl (1S,3S)-3-((2-chloro-4-ethylpyrimidin-5-yl)oxy)cyclohexane-1-carboxylate ClC1=NC=C(C(=N1)CC)O[C@@H]1C[C@H](CCC1)C(=O)OC(C)C